8-chloro-3-(5-(difluoromethyl)-1,3,4-thiadiazol-2-yl)-N-(2-fluoro-1-methylcyclopropyl)imidazo[1,5-a]pyridine-6-sulfonamide ClC=1C=2N(C=C(C1)S(=O)(=O)NC1(C(C1)F)C)C(=NC2)C=2SC(=NN2)C(F)F